C(C)(C)(C)OC(=O)N1CCC(CC1)C1=C(C(=CC=C1)C(C)=O)O 4-(3-acetyl-2-hydroxyphenyl)piperidine-1-carboxylic acid tert-butyl ester